BrC1=CC(=C(CN2C(C=CC3=CN=C4C(=C23)C=CC(=N4)OC)=O)C(=C1)F)F 1-(4-Bromo-2,6-difluorobenzyl)-8-methoxypyrido[2,3-H][1,6]naphthyridin-2(1H)-one